N[C@@H](CCCNC(N)=N)C(=O)N[C@@H]([C@@H](C)CC)C(=O)O L-arginyl-L-isoleucine